9-Hydroxy-dodecanoic acid OC(CCCCCCCC(=O)O)CCC